1-(4-(1,4-dimethyl-1H-pyrazol-5-yl)-5-fluoropyrimidin-2-yl)-N-methyl-N-((4-methylthiazol-2-yl)methyl)piperidine-4-carboxamide zirconium (IV) iso-propoxide CC([O-])C.[Zr+4].CN1N=CC(=C1C1=NC(=NC=C1F)N1CCC(CC1)C(=O)N(CC=1SC=C(N1)C)C)C.CC([O-])C.CC([O-])C.CC([O-])C